C1(CC1)OCC(F)(F)C=1C(=C(C=CC1)[C@@H](C)NC1=NC(=NC2=CC(=C(C=C12)OCCOC)OC)C)F (R)-N-(1-(3-(2-cyclopropyloxy-1,1-difluoroethyl)-2-fluorophenyl)ethyl)-7-methoxy-6-(2-Methoxyethoxy)-2-methylquinazolin-4-amine